7-[1-methyl-6-(4-methylpiperazin-1-yl)benzo[d]imidazol-2-yl]-4-(pyrazolo[1,5-a]pyridin-3-yl)-2,3-dihydro-1H-isoindol-1-one CN1C(=NC2=C1C=C(C=C2)N2CCN(CC2)C)C=2C=CC(=C1CNC(C21)=O)C=2C=NN1C2C=CC=C1